2-(2-pentylcyclobutyl)acetic acid C(CCCC)C1C(CC1)CC(=O)O